propynyl ethylene oxide C(#CC)C1CO1